N-((4'-(Dimethylamino)-[1,1'-biphenyl]-4-yl)methyl)-N-(3-(5-methoxythiophen-2-yl)phenyl)cyclohexanecarboxamide CN(C1=CC=C(C=C1)C1=CC=C(C=C1)CN(C(=O)C1CCCCC1)C1=CC(=CC=C1)C=1SC(=CC1)OC)C